ClC1=C(C=CC=C1)C=1NC(C=C(C1)C1=CC(=NC=C1)NC(COC)=O)=O N-[4-[2-(2-chlorophenyl)-6-oxo-1H-pyridin-4-yl]-2-pyridyl]-2-methoxyacetamide